[C@@H]12N(C[C@@H](NC1)C2)C=2C=1N(C=CC2)C(=CN1)N1C(NC(CC1)=O)=O 1-[8-[(1S,4S)-2,5-diazabicyclo[2.2.1]hept-2-yl]imidazo[1,2-a]pyridin-3-yl]hexahydropyrimidine-2,4-dione